19-(oxan-2-yl)-8,14-dioxa-4-thia-10,19,20,23-tetraazatetracyclo[13.5.2.12,5.018,21]tricosa-1(20),2,5(23),15(22),16,18(21)-hexaen-9-one O1C(CCCC1)N1C=2C=CC=3OCCCNC(OCCC=4SC=C(C(=N1)C2C3)N4)=O